CN(C1CN(C1)C(=O)O[C@@H]1CC[C@H](CC1)C(N(C[C@@H]1CC[C@H](CC1)C1=NC(=C(C=C1)OC)C)C1=NC=CC(=C1)C=1N=C(OC1)C1CC1)=O)C trans-4-((4-(2-Cyclopropyloxazol-4-yl) pyridine-2-yl)((trans-4-(5-methoxy-6-methylpyridin-2-yl)cyclohexyl)methyl) carbamoyl)cyclohexyl 3-(dimethylamino)azetidine-1-carboxylate